3-(cyclopropylmethyl)-7-(((3R,4R)-3-fluoro-1-methylpiperidin-4-yl)amino)-1-oxidobenzo[b]thiophen C1(CC1)CC=1C2=C(S(C1)=O)C(=CC=C2)N[C@H]2[C@@H](CN(CC2)C)F